COC(CNC(C1=CC=C(C=C1)CC(=O)C1=CC(=C(C=C1)OC)OCC1CC1)=O)=O (4-(2-(3-(cyclopropylmethoxy)-4-methoxyphenyl)-2-oxoethyl)benzoyl)glycine methyl ester